N-{(1R)-1-[3-(difluoromethyl)-2-fluorophenyl]ethyl}-2-methyl-6-(piperidin-1-yl)pyrido[3,4-d]pyrimidin-4-amine FC(C=1C(=C(C=CC1)[C@@H](C)NC=1C2=C(N=C(N1)C)C=NC(=C2)N2CCCCC2)F)F